C(=O)ONC (methyl)amino Formate